8-amino-N-[(4,4-difluoro-1-hydroxycyclohexyl)methyl]-6-fluoro-4-oxo-chromene-2-carboxamide NC=1C=C(C=C2C(C=C(OC12)C(=O)NCC1(CCC(CC1)(F)F)O)=O)F